((6aS)-3-(3-(difluoromethoxy)-5-fluorophenyl)-5-((3-(trifluoromethyl)phenyl)sulfonyl)-6,6a,7,8,9,10-hexahydro-5H-pyrido[1,2-a]quinoxaline-8-oxy)acetic acid FC(OC=1C=C(C=C(C1)F)C1=CC=2N(C[C@H]3N(C2C=C1)CCC(C3)OCC(=O)O)S(=O)(=O)C3=CC(=CC=C3)C(F)(F)F)F